2-methyl-4-(1-(4-(trifluoromethoxy)phenyl)-1H-1,2,4-triazol-3-yl)aniline CC1=C(N)C=CC(=C1)C1=NN(C=N1)C1=CC=C(C=C1)OC(F)(F)F